(R)-5-((S)-3-(5-chloro-6-(trifluoromethyl)isoindolin-2-yl)-2-(hydroxymethyl)-3-oxopropyl)-5-cyclopropylimidazole-2,4-dione ClC=1C=C2CN(CC2=CC1C(F)(F)F)C([C@@H](C[C@]1(C(NC(N1)=O)=O)C1CC1)CO)=O